C1(=CC=C(C=C1)N(C1=CC=C(C=C1)C1=CC(=CC=C1)C1=CC=C(C=C1)N(C1=CC=CC2=CC=CC=C12)C1=CC=C(C=C1)C1=CC=CC=C1)C1=CC=CC2=CC=CC=C12)C1=CC=CC=C1 4,4''-bis{(biphenyl-4-yl)-(naphthalen-1-yl)amino}-1,1':3',1''-terphenyl